5-{2-[2-(7-Methylchinolin-8-sulfonamido)phenyl]ethynyl}-4-(prop-1-en-2-yl)pyridin CC1=CC=C2C=CC=NC2=C1S(=O)(=O)NC1=C(C=CC=C1)C#CC=1C(=CC=NC1)C(=C)C